C(C)(=O)N1CCC(CC1)N1C(CCC2=CC=CC=C12)=O N-(1-Acetyl-4-piperidyl)-2-oxo-3,4-dihydro-1H-quinoline